5-Methyl-2-phenyl-imidazo[4,5-b]pyridin CC1=CC=C2C(=N1)N=C(N2)C2=CC=CC=C2